2,2'-ethane-1,2-diylbis(isoindolin-1-one) C(CN1C(C2=CC=CC=C2C1)=O)N1C(C2=CC=CC=C2C1)=O